3-[(1S)-1-aminoethyl]-1-({4-fluoro-5-[(2-fluoro-4-iodophenyl)amino]-1H-1,2,3-benzotriazol-6-yl}carbonyl)azetidin-3-ol N[C@@H](C)C1(CN(C1)C(=O)C=1C(=C(C2=C(NN=N2)C1)F)NC1=C(C=C(C=C1)I)F)O